CNC(=O)C1=CC2=C(N(C(=N2)NC=2SC3=C(N2)C=CC(=C3)OC(F)(F)F)CC)C=C1 1-Ethyl-2-(6-trifluoromethoxy-benzothiazol-2-ylamino)-1H-benzoimidazole-5-carboxylic acid methylamide